(10z,12z,15z)-octadec-9,12,15-triene CCCCCCCC\C=C/C\C=C/C\C=C/CC